C[C@@H]1C[C@H]2[C@H]([C@@H]([C@]3([C@H]1[C@H](CC3=O)OC)C)OC(=O)C)C(=C)C(=O)O2 The molecule is a pseudoguaianolide with anti-inflammatory activity isolated from the aerial parts of Inula hupehensis. It has a role as an anti-inflammatory agent and a plant metabolite. It is a gamma-lactone, an acetate ester, a cyclic ketone, an ether, an organic heterotricyclic compound and a pseudoguaianolide.